4-(4-bromo-6-methyl-2-pyridinyl)morpholine BrC1=CC(=NC(=C1)C)N1CCOCC1